C(=O)(O)OC(=O)O.C(C(C)[Li])[Li] propylenedilithium dicarbonate